tert-butyl (3R)-3-(6-amino-4-oxo-quinazolin-3-yl)-1-oxa-8-azaspiro[4.5]decane-8-carboxylate NC=1C=C2C(N(C=NC2=CC1)[C@H]1COC2(C1)CCN(CC2)C(=O)OC(C)(C)C)=O